C(C)OC(C[C@@H](C=1C=C(C=CC1F)C1=CC=CC=C1)N([C@H](C)C1=CC=CC=C1)CC1=CC=CC=C1)=O (S)-3-(benzyl-((R)-1-phenylethyl)amino)-3-(4-fluorobiphenyl-3-yl)propanoic acid ethyl ester